nonan-9-carboxamid CCCCCCCCCC(=O)N